S(N)(=O)(=O)C=1C=C(C=CC1C=1C=NC=C(C1)C(F)(F)F)NC(CC1=CC=C(C=C1)C(F)(F)F)=O N-{3-sulfamoyl-4-[5-(trifluoromethyl)pyridin-3-yl]Phenyl}-2-[4-(trifluoromethyl)phenyl]Acetamide